(2S,3S)-1-(tert-butylsulfinyl)-3-(4-methoxyphenyl)aziridine-2-carboxylic acid C(C)(C)(C)S(=O)N1[C@@H]([C@@H]1C1=CC=C(C=C1)OC)C(=O)O